FC1=CC=C(C=C1)C(N1C[C@@H](N(C[C@H]1C)C1=CC(N(C=2C=CC(=NC12)C#N)C)=O)C)C=1C(=NC=CC1)OC(C)C 8-[(2s,5r)-4-[(4-fluorophenyl)[2-(prop-2-yloxy)pyridin-3-yl]methyl]-2,5-dimethylpiperazin-1-yl]-5-methyl-6-oxo-5,6-dihydro-1,5-naphthyridine-2-carbonitrile